7-(5-fluoro-2-(((3S,4R)-3-hydroxytetrahydro-2H-pyran-4-yl)amino)pyrimidin-4-yl)-2-((3-hydroxyazetidin-1-yl)methyl)-1-isopropylquinolin-4(1H)-one FC=1C(=NC(=NC1)N[C@H]1[C@@H](COCC1)O)C1=CC=C2C(C=C(N(C2=C1)C(C)C)CN1CC(C1)O)=O